6-cyano-1-(6-(3-(dimethylamino)azetidin-1-yl)pyridin-3-yl)-7-fluoro-4-oxo-1,4-dihydroquinoline-3-carboxylic acid ethyl ester C(C)OC(=O)C1=CN(C2=CC(=C(C=C2C1=O)C#N)F)C=1C=NC(=CC1)N1CC(C1)N(C)C